3-(2-(2-(dimethylamino)ethyl)-3,4-difluorophenyl)-4,5-dimethyl-5-(trifluoromethyl)tetrahydrofuran-2-carboxamide CN(CCC1=C(C=CC(=C1F)F)C1C(OC(C1C)(C(F)(F)F)C)C(=O)N)C